OCCC(C(=O)O)N(CCN(CC(=O)O)CC(=O)O)CC(=O)O hydroxyethyl-ethylenediaminetetraacetic acid